tert-Butyl 7'-(1-(4-((3-(3-chlorophenyl)-2-hydroxycyclobutyl)carbamoyl)-1H-1,2,3-triazol-1-yl)ethyl)-1'H-spiro[cyclopropane-1,4'-isoquinoline]-2'-carboxylate ClC=1C=C(C=CC1)C1C(C(C1)NC(=O)C=1N=NN(C1)C(C)C1=CC=C2C3(CN(CC2=C1)C(=O)OC(C)(C)C)CC3)O